2-methylphenyl 4-benzyl-1,2,3-thiadiazole-5-carboxylate C(C1=CC=CC=C1)C=1N=NSC1C(=O)OC1=C(C=CC=C1)C